ClC1=NC(=CC(=N1)NS(=O)(=O)C1=CC=CC=C1)OC1=CC=CC=C1 N-(2-chloro-6-phenoxy-pyrimidin-4-yl)benzenesulfonamide